2-[6-methyl-3-oxo-2-(o-tolyl)pyridazine-4-carbonyl]cyclohexane-1,3-dione CC=1C=C(C(N(N1)C1=C(C=CC=C1)C)=O)C(=O)C1C(CCCC1=O)=O